O=C1NC(CCC1N1C(C2=CC=C(C=C2C1)CNC(=O)C1=CC(=NC2=CC=CC=C12)C1=C(C=CC=C1)F)=O)=O N-((2-(2,6-dioxopiperidin-3-yl)-1-oxoisoindolin-5-yl)methyl)-2-(2-fluorophenyl)quinoline-4-carboxamide